C(C)OC1=C(OCC(CN(C)CC2=CC(=C(C=C2)OCCN2CCC(CC2)C)OC)O)C=CC=C1 (2-ethoxyphenoxy)-3-((3-methoxy-4-(2-(4-methylpiperidine-1-yl)ethoxy)benzyl)(methyl)amino)propan-2-ol